FC=1C=C(COC=2C=C3N(C(N2)=O)CC2N3CCN(C2)C(=O)C2(CCCCC2)NC(OC(C)(C)C)=O)C=CC1F tert-butyl (1-(7-((3,4-difluorobenzyl)oxy)-9-oxo-2,3,4,9,11,11a-hexahydro-1H-pyrazino[1',2':3,4]imidazo[1,2-c]pyrimidine-2-carbonyl)cyclohexyl)carbamate